2-(4-((1-(4-isopropylphenyl)-5-oxo-1,5-dihydro-4H-1,2,4-triazol-4-yl)methyl)-2,6-dimethylphenoxy)-2-methylpropanoic acid C(C)(C)C1=CC=C(C=C1)N1N=CN(C1=O)CC1=CC(=C(OC(C(=O)O)(C)C)C(=C1)C)C